6-bromo-4'-(7,8-dihydro-4H-[1,2,3]triazolo[1,5-a][1,4]diazepin-5(6H)-yl)-2'-(methylthio)-2,3,5',8'-tetrahydrospiro[indene-1,7'-pyrano[4,3-d]pyrimidine] BrC1=CC=C2CCC3(CC=4N=C(N=C(C4CO3)N3CC=4N(CCC3)N=NC4)SC)C2=C1